[2-(cyclopentadienylmethyl)allyl]trimethylsilane C1(C=CC=C1)CC(C[Si](C)(C)C)=C